N-(3-Chloro-4-(trifluoromethyl)phenyl)-6-fluoro-3,4-dihydro-2,7-naphthyridine ClC=1C=C(C=CC1C(F)(F)F)N1CC2=CN=C(C=C2CC1)F